methylene-2(3H)-furanone C=C1C(OC=C1)=O